C(C)OC=1C(=C(C=C(C1C)C1=C(C=CC(=C1)C)S(=O)(=O)[O-])C1=C(C=CC(=C1)C)S(=O)(=O)[O-])C=O 5-ethoxy-4-formyl-6-methyl-1,3-phenylenedi(4-methylbenzenesulfonate)